benzyl (R)-(7-(3-iodophenyl)-2,2,7-trimethyl-8-(2-methylhydrazineyl)-8-oxooctyl)(methyl)carbamate IC=1C=C(C=CC1)[C@@](CCCCC(CN(C(OCC1=CC=CC=C1)=O)C)(C)C)(C(=O)NNC)C